C(C)(C)(C)OC(N[C@H](C1=C(C=CC=C1)C)C1=C(C=NC=C1)N1CCN(CC1)C(C=C)=O)=O (R-(3-(4-propenoylpiperazin-1-yl)pyridin-4-yl)-2-methylbenzyl)carbamic acid tert-butyl ester